(5-(2-(3-Methoxyazetidin-1-yl)ethyl)-2-oxo-4-(trifluoromethyl)pyridin-1(2H)-yl)-4-methylpentanoic acid COC1CN(C1)CCC=1C(=CC(N(C1)C(C(=O)O)CC(C)C)=O)C(F)(F)F